N=1N(N=CC1)C=1C=CC=NC1 5-(2H-1,2,3-triazole-2-yl)pyridine